NC1=C(C=C(C=C1)N1CCC(CC1)N(C)C1CC1)NC(OC(C)(C)C)=O tert-butyl (2-amino-5-(4-(cyclopropyl(methyl)amino)piperidin-1-yl)phenyl)carbamate